BrC1=CC2=C(S1)C1=CC=C(C=C1C2(C2=CC=C(C=C2)CCCCCC)C2=CC=C(C=C2)CCCCCC)C=2SC(=CC2)Br 2-bromo-6-(5-bromo-thiophen-2-yl)-4,4-bis-(4-hexyl-phenyl)-4H-indeno[1,2-b]Thiophene